1-(((R)-7-((R)-3-cyclohexyl-2-methylpropanoyl)-10-hydroxy-7-azaspiro[4.5]decan-10-yl)methyl)-5-(morpholine-4-carbonyl)-4-phenylpyridin-2(1H)-one C1(CCCCC1)C[C@H](C(=O)N1CC2(CCCC2)[C@@](CC1)(O)CN1C(C=C(C(=C1)C(=O)N1CCOCC1)C1=CC=CC=C1)=O)C